CC=1N=C2N(N=C(C=C2C)C2=CC=C3C=C(N=NC3=C2)C2CCNCC2)C1 7-(2,8-Dimethylimidazo[1,2-b]pyridazin-6-yl)-3-(piperidin-4-yl)cinnoline